2-(METHYLSULFINYL)PHENYLBORONIC ACID CS(=O)C1=C(C=CC=C1)B(O)O